α-iodotoluene ICC1=CC=CC=C1